1-cyclopropyl-N-(1-(2,6-dimethoxyphenyl)-2-(6-ethoxypyridin-2-yl)-1H-imidazo[4,5-b]pyrazin-6-yl)methanesulfonamide C1(CC1)CS(=O)(=O)NC1=CN=C2C(=N1)N(C(=N2)C2=NC(=CC=C2)OCC)C2=C(C=CC=C2OC)OC